1-(3-bromo-4-fluorophenyl)-N-(2,4-dimethoxybenzyl)-2,2,2-trifluoroethan-1-amine BrC=1C=C(C=CC1F)C(C(F)(F)F)NCC1=C(C=C(C=C1)OC)OC